isopropyl (salicylate) phenyl-carbonate C1(=CC=CC=C1)OC(O)=O.C(C=1C(O)=CC=CC1)(=O)OC(C)C